((2R,3S,5R)-5-(2-amino-6-mercapto-9H-purin-9-yl)-3-hydroxytetrahydrofuran-2-yl)methylphosphonic acid NC1=NC(=C2N=CN(C2=N1)[C@H]1C[C@@H]([C@@H](O1)CP(O)(O)=O)O)S